(R)-3-(2-(2-(4-(3-(3,6-dibromo-9H-carbazol-9-yl)-2-hydroxypropyl)piperazin-1-yl)ethoxy)ethoxy)propanoic acid dihydrochloride Cl.Cl.BrC=1C=CC=2N(C3=CC=C(C=C3C2C1)Br)C[C@@H](CN1CCN(CC1)CCOCCOCCC(=O)O)O